N-ethyl-1-methyl-6-oxo-1,6-dihydropyridazine-4-sulfonamide C(C)NS(=O)(=O)C=1C=NN(C(C1)=O)C